8-methyl-7H-1,3-dioxolo(2,3)benzodiazepine CN1N=CC=2C(CC1)=CC=C1C2OCO1